C[C@@H]1C[C@H]2[C@@H]3CCC4=CC(=O)C=C[C@@]4([C@]3([C@H](C[C@@]2([C@]1(C(=O)CO)O)C)O)F)C 9α-Fluoro-16α-methyl-11β,17α,21-trihydroxy-1,4-pregnadiene-3,20-dione